N,N-di-n-butyl-ammonia C(CCC)NCCCC